N-[1-(β-thienylethyl)-4-piperidyl]propionanilide S1C(=CC=C1)CCN1CCC(CC1)N(C1=CC=CC=C1)C(CC)=O